C(C)=C1OCC2(CO1)COC(OC2)=CC 3,9-Diethylidene-2,4,8,10-tetraoxaspiro(5.5)undecane